N[C@@H](COCCNC(OC(C)(C)C)=O)CNC(=O)C=1NC2=CC=C(C=C2C1C1CCCCC1)F tert-butyl (R)-(2-(2-amino-3-(3-cyclohexyl-5-fluoro-1H-indole-2-carboxamido)propoxy)ethyl)carbamate